benzo[f]indazole N1N=CC2=CC3=C(C=C12)C=CC=C3